OC1CCN(CC1)C(=O)[S@](=O)C (R)-(4-hydroxypiperidin-1-yl)(methylsulfinyl)methanone